1-(trimethylsilyl)-1,2-diiodoethane C[Si](C(CI)I)(C)C